6-Amino-2-(3,5-dichloro-4-((2-(4-fluoro-3-methylphenyl)-4-methylquinolin-6-yl)oxy)phenyl)-1,2,4-triazine-3,5(2H,4H)-dione NC=1C(NC(N(N1)C1=CC(=C(C(=C1)Cl)OC=1C=C2C(=CC(=NC2=CC1)C1=CC(=C(C=C1)F)C)C)Cl)=O)=O